ClC1=CC=C(C=N1)CCC(=O)[O-] 3-(6-chloropyridin-3-yl)propanoate